CC(CC(=O)NC1=CC=CC=C1)CC 3,4-dimethyl-N-phenylbutyramide